(6-chloro-5-ethyl-1-(oxetan-3-yl)-1H-pyrrolo[2,3-b]pyridin-4-yl)methanol ClC1=C(C(=C2C(=N1)N(C=C2)C2COC2)CO)CC